C(CC1=CC=CC=C1)C=1N=NN(N1)CCC[Si](OC)(OC)OC 5-phenethyl-2-[3-(trimethoxysilyl)propyl]-2H-tetrazole